N-(3-Chloro-4-(1H-1,2,3-triazol-1-yl)phenyl)-1-(isochinolin-8-yl)-5-(trifluoromethyl)-1H-pyrazol-4-carboxamid ClC=1C=C(C=CC1N1N=NC=C1)NC(=O)C=1C=NN(C1C(F)(F)F)C=1C=CC=C2C=CN=CC12